BrC1=NNC2=NC(=CN=C21)N2CCC1([C@@H]([C@@H](OC1)C)NC(OC(C)(C)C)=O)CC2 tert-butyl ((3S,4S)-8-(3-bromo-1H-pyrazolo[3,4-b]pyrazin-6-yl)-3-methyl-2-oxa-8-azaspiro[4.5]decan-4-yl)carbamate